tert-butyl(2-amino-5-(4-((2-methoxyethyl)(methyl)amino)piperidin-1-yl)phenyl)carbamate C(C)(C)(C)OC(NC1=C(C=CC(=C1)N1CCC(CC1)N(C)CCOC)N)=O